tert-Butyl 1-((R)-(3-fluorophenyl)(hydroxy)methyl)-4-(2-(trans-4-methoxy-cyclohexyl)ethyl)-7-azabicyclo[2.2.1]heptane-7-carboxylate FC=1C=C(C=CC1)[C@H](C12CCC(CC1)(N2C(=O)OC(C)(C)C)CC[C@@H]2CC[C@H](CC2)OC)O